hafnium tetra(methylethylamine) CNCC.CNCC.CNCC.CNCC.[Hf]